tert-butyl 3-(7-amino-1-(3-chloro-4-(pyridin-2-ylmethoxy) phenyl)-1H-pyrazolo[4,3-d]pyrimidin-3-yl)-5,6-dihydropyridine-1(2H)-carboxylate NC=1C2=C(N=CN1)C(=NN2C2=CC(=C(C=C2)OCC2=NC=CC=C2)Cl)C=2CN(CCC2)C(=O)OC(C)(C)C